(+-)-3-(2-fluorophenyl)-6,6-dimethyl-1,4-oxazepan FC1=C(C=CC=C1)[C@@H]1COCC(CN1)(C)C |r|